(S)-1-(3,4-dihydroisoquinolin-2(1H)-yl)-3-((7-(piperidin-4-ylamino)-1H-indazol-3-yl)amino)propan-2-ol C1N(CCC2=CC=CC=C12)C[C@H](CNC1=NNC2=C(C=CC=C12)NC1CCNCC1)O